1,3-dimercapto-n-propane SCCCS